12-Dimethoxymethyl-Silyl-Dodecanoyl-Ferrocenepropanesulfonic acid sodium salt [Na+].COC(CCCCCCCCCCCC(=O)C=1[C-](C=CC1[SiH3])CCCS(=O)(=O)[O-])OC.[CH-]1C=CC=C1.[Fe+2]